CC1=CN=C(S1)NC1=NC(=CC(=N1)NC1CN(CC1)C(C=CC)=O)CN1CCOCC1 (3-((2-((5-methylthiazol-2-yl)amino)-6-(morpholinomethyl)pyrimidin-4-yl)amino)pyrrolidin-1-yl)but-2-en-1-one